4-[(3S)-3-aminopyrrolidin-1-yl]-5-(3,5-difluorophenyl)-6-methoxy-N-[(2S)-1,1,1-trifluoropropan-2-yl]pyridine-3-carboxamide N[C@@H]1CN(CC1)C1=C(C=NC(=C1C1=CC(=CC(=C1)F)F)OC)C(=O)N[C@H](C(F)(F)F)C